ClC=1C=NN2C1C(=CC(=C2)C=2N=NN(C2C)C2CCN(CC2)C(=O)OC(C)(C)C)OC tert-butyl 4-[4-(3-chloro-4-methoxy-pyrazolo[1,5-a]pyridin-6-yl)-5-methyl-triazol-1-yl]piperidine-1-carboxylate